S(=O)(=O)(O)O.CC(C(=O)O[C@H]1[C@](O[C@H]([C@H]1OC(C(C)C)=O)COC(C(C)C)=O)(C#N)C1=CC(=C2C(=NC=NN21)N)[2H])C.NC2=NC=NN1C2=C(C=C1[C@@]1(O[C@H]([C@H]([C@H]1OC(C(C)C)=O)OC(C(C)C)=O)COC(C(C)C)=O)C#N)[2H] |&1:13,54| (2R,3R,4R,SR)-2-(4-aminopyrrolo[2,1-f][1,2,4]triazin-7-yl-5-d)-2-cyano-5-(isobutyryloxymethyl)tetrahydrofuran-3,4-diyl bis(2-methylpropanoate) hemisulfate